C(C1=CC=CC=C1)(C1=CC=CC=C1)(C1=CC=CC=C1)N1CC2=C(CC1)CC(S2)=O N-trityl-4,5,6,7-tetrahydrothieno[2,3-c]pyridin-2-one